4-hydroxy-6-hepten-1-ol OC(CCCO)CC=C